FC1=CC=C(C=C1)C(C(=O)NC1=NC=CC(=C1)C1=C(C=2C(NC(CC2N1)(C)C)=O)C1=C(C=CC=C1)F)C 2-(4-fluorophenyl)-N-{4-[3-(2-fluorophenyl)-6,6-dimethyl-4-oxo-4,5,6,7-tetrahydro-1H-pyrrolo[3,2-c]pyridin-2-yl]pyridin-2-yl}propanamide